ClC=1C=C(C=CC1C)N1CC=C2N1C(=CC=N2)C2=CC(=C(C=C2)OC)OC N-(3-chloro-4-methylphenyl)-7-(3,4-dimethoxyphenyl)pyrazolo[1,5-a]pyrimidine